2,5-Diaminobenzoxazole NC=1OC2=C(N1)C=C(C=C2)N